N-[3-[(2,3-dihydroxypropyl)(2-hydroxyethyl)amino]propyl]oleamide 2,6-difluorophenylborate FC1=C(C(=CC=C1)F)OB(O)O.OC(CN(CCCNC(CCCCCCC\C=C/CCCCCCCC)=O)CCO)CO